tert-butyl 4-[2-[2-[4-(benzyloxycarbonylamino)-1-piperidyl]ethoxy]ethyl]piperidine-1-carboxylate C(C1=CC=CC=C1)OC(=O)NC1CCN(CC1)CCOCCC1CCN(CC1)C(=O)OC(C)(C)C